5-amino-2-(2,2-difluoroethoxy)pyrimidin-4-ol NC=1C(=NC(=NC1)OCC(F)F)O